FC(C1=CC=C(OC2(CCCC2)C(=O)O)C=C1)(F)F 1-[4-(trifluoromethyl)phenoxy]cyclopentanecarboxylic acid